4'-(5-methyl-1,2,4-oxadiazol-3-yl)-2'-(trifluoromethyl)-[1,1'-biphenyl]-4-carbonyl chloride CC1=NC(=NO1)C1=CC(=C(C=C1)C1=CC=C(C=C1)C(=O)Cl)C(F)(F)F